1-((2S)-2-fluorocyclopropyl)-6,8-difluoro-1,4-dihydro-7-(3-hydroxypyrrolidinyl)-4-oxo-3-quinolinecarboxylic acid F[C@@H]1C(C1)N1C=C(C(C2=CC(=C(C(=C12)F)N1CC(CC1)O)F)=O)C(=O)O